[18F][C@@H](C=O)[C@@H](O)[C@H](O)[C@H](O)CO 2-[18F]fluoro-2-deoxy-glucose